tert-butyl 6-(2-bromo-4-methoxycarbonyl-phenoxy)-2-azaspiro[3.3]heptane-2-carboxylate BrC1=C(OC2CC3(CN(C3)C(=O)OC(C)(C)C)C2)C=CC(=C1)C(=O)OC